bismuth(III) sulfate S(=O)(=O)([O-])[O-].[Bi+3].S(=O)(=O)([O-])[O-].S(=O)(=O)([O-])[O-].[Bi+3]